O[C@H](CO)C1=CC=CC(=N1)C1=CC2=C(N(CCN(C2)CC(=O)NC)C2=CC=C(C=C2)C(F)(F)F)C=C1 (S)-2-(7-(6-(1,2-Dihydroxyethyl)pyridin-2-yl)-1-(4-(trifluoromethyl)phenyl)-1,2,3,5-tetrahydro-4H-benzo[e][1,4]diazepin-4-yl)-N-methylacetamid